FC(OC1=C(C=C(C(=C1)N1CCC(CC1)N1CCN(CC1)C)C)C1(NC=NC(=C1)NC1=CC(=NC=C1)C1=C(C=CC=C1)F)N)F 4-(2-(difluoromethoxy)-5-methyl-4-(4-(4-methylpiperazin-1-yl)piperidin-1-yl)benzeneyl)-N6-(2-(2-fluorophenyl)pyridin-4-yl)pyrimidine-4,6-diamine